BrC=1C=C2[C@H](NC=3C=CN4N=CC(C(NCC5(OC2=C(C1)C5)C)=O)=C4N3)C (3R)-6-bromo-3,11-dimethyl-10-oxa-2,13,17,18,21-pentaazapentacyclo[13.5.2.18,11.04,9.018,22]tricosa-1(21),4,6,8,15(22),16,19-heptaen-14-one